OCC1=C(C=CC=C1)CNC(C)=O N-{[2-(hydroxymethyl)phenyl]methyl}acetamide